N-{4-chloro-3-[4-(5-ethynylpyridin-3-yl)-6-oxo-1,6-dihydropyrimidin-2-yl]-2-fluorobenzyl}isobutyramide ClC1=C(C(=C(CNC(C(C)C)=O)C=C1)F)C=1NC(C=C(N1)C=1C=NC=C(C1)C#C)=O